(2S,4R)-1-benzyl-4-(tosyloxy)pyrrolidine-2-carboxylic acid methyl ester COC(=O)[C@H]1N(C[C@@H](C1)OS(=O)(=O)C1=CC=C(C)C=C1)CC1=CC=CC=C1